4-(3-methylpyridin-2-yl)-N-(4-phenylpyridin-2-yl)thiazol-2-amine CC=1C(=NC=CC1)C=1N=C(SC1)NC1=NC=CC(=C1)C1=CC=CC=C1